5-(3-aminopropoxy)-2-(2,6-dioxopiperidin-3-yl)-1H-benzo[des]isoquinoline-1,3(2H)-dione NCCCOC1=CC=2C(N(C(C3=CC=C1CC23)=O)C2C(NC(CC2)=O)=O)=O